((2S,3R,4R)-4-((5-chloropyridin-2-yl)amino)-2-cyclopropyl-3-methyl-3,4-dihydroquinolin-1(2H)-yl)ethanone ClC=1C=CC(=NC1)N[C@@H]1[C@H]([C@@H](N(C2=CC=CC=C12)C(C)=O)C1CC1)C